CN([S@](=O)C(C)(C)C)[C@@H]1C[C@H](C2=CC(=CC=C12)C(F)(F)F)C (R)-N,2-dimethyl-N-((1R,3R)-3-methyl-5-(trifluoromethyl)-2,3-dihydro-1H-inden-1-yl)propane-2-sulfinamide